C(C)N1CCC(CC1)N(C=1C=NC2=CC=C(N=C2C1)C=1C(=NNC1)C1=NC(=CC=C1)C)C N-(1-ethyl-4-piperidyl)-N-methyl-6-[3-(6-methyl-2-pyridyl)-1H-pyrazol-4-yl]-1,5-naphthyridin-3-amine